C(C)(C)(C)OC(=O)C12CC(C(CC1)(CC2)N)=O 4-amino-3-oxobicyclo[2.2.2]octane-1-carboxylic acid tert-butyl ester